furo[3,2-c]Pyridin-4-amine O1C=CC=2C(=NC=CC21)N